ClC1=CC=C(C=C1)C=1N=C2N(C=CC=C2)C1CN1CC2CCC(C1)N2C(=O)C2=C(C=CC=C2)F (3-{[2-(4-Chlorophenyl)imidazo[1,2-a]pyridin-3-yl]methyl}-3,8-diazabicyclo[3.2.1]oct-8-yl)-(2-fluorophenyl)methanon